7-chloro-2-(hydroxymethyl)-1-(methyl-d3)-5-phenyl-4,5-dihydroimidazo[4,5-c]quinolin-4-one ClC=1C=CC=2C3=C(C(N(C2C1)C1=CC=CC=C1)=O)N=C(N3C([2H])([2H])[2H])CO